C(C)(C)(C)OC(=O)N1CCC(CC1)C(N(C)OC)=O 4-[methoxy(methyl)carbamoyl]piperidine-1-carboxylic acid tert-butyl ester